(S)-3-(2-(4-amino-6-(trifluoromethyl)-9H-pyrimido[4,5-b]indol-9-yl)acetyl)-N-(3-chloro-2-fluorophenylmethyl)-2-oxooxazolidine-4-carboxamide NC1=NC=NC=2N(C3=CC=C(C=C3C21)C(F)(F)F)CC(=O)N2C(OC[C@H]2C(=O)NCC2=C(C(=CC=C2)Cl)F)=O